FC(C1=CC=C(C=C1)CC=1C=2N(C=CC1)C=NC2C(=O)NC2CC1(C2)CC(C1)C(=O)O[C@@H](C)C1=CC=CC=C1)(F)F trans-(S)-1-phenylethyl 2-[[8-[[4-(trifluoromethyl)phenyl]methyl] imidazo[1,5-a]pyridine-1-carbonyl]amino]spiro[3.3]heptane-6-carboxylate